The molecule is a hexonic acid derivative that is (2Z,4S,5R)-4,5,6-trihydroxyhex-2-enoic acid substituted at position 2 by an amino group. It is an alpha-amino acid and a hexonic acid derivative. It is a tautomer of a (2Z,4S,5R)-2-amino-4,5,6-trihydroxyhex-2-enoic acid zwitterion and a (4S,5R)-4,5,6-trihydroxy-2-iminohexanoic acid. C([C@H]([C@H](/C=C(/C(=O)O)\\N)O)O)O